3-benzeneacrylonitrile C1=CC(=CC=C1)C=CC#N